FC1=C2C(N(C=NC2=CC(=C1)C=1N=C2N(C=CN=C2C)C1)C1CCNCC1)=O 5-fluoro-7-{8-methylimidazo[1,2-a]pyrazin-2-yl}-3-(piperidin-4-yl)quinazolin-4-one